8-(2',6'-dichlorobenzyl)-1,8-diazabicyclo[5.4.0]undecane ClC1=C(CN2C3CCCCCN3CCC2)C(=CC=C1)Cl